CC1=NN=C(O1)C=1C(=C2C(=NC1CCC1CCOCC1)[C@H]1N(S2(=O)=O)CCC1)C1=CC2=C(NC(O2)=O)C=C1 (S)-6-(3-(5-methyl-1,3,4-oxadiazol-2-yl)-5,5-dioxido-2-(2-(tetrahydro-2H-pyran-4-yl)ethyl)-7,8,9,9a-tetrahydropyrrolo[1',2':2,3]isothiazolo[4,5-b]pyridin-4-yl)benzo[d]oxazol-2(3H)-one